2-furyl-hydroxy methyl ketone CC(=O)OC=1OC=CC1